C(C)OC(CC[C@@]1(/C(/CCC1)=N/[C@@H](C)C1=CC=CC=C1)C(=O)OCC)=O ethyl (S,E)-1-(3-ethoxy-3-oxopropyl)-2-(((S)-1-phenylethyl)imino)-cyclopentane-1-carboxylate